methyl 3-(3,3-difluorocyclobutyl)-3-oxopropanoate FC1(CC(C1)C(CC(=O)OC)=O)F